1-(6-(4-((2,3-difluorophenyl)amino)pyrido[3,2-d]pyrimidin-6-yl)-1,6-diazaspiro[3.3]heptan-1-yl)prop-2-en-1-one FC1=C(C=CC=C1F)NC=1C2=C(N=CN1)C=CC(=N2)N2CC1(CCN1C(C=C)=O)C2